[1-(cyanomethyl)cyclopropyl]methyl 5-(7H-pyrrolo[2,3-d]pyrimidin-4-yl)-5-azaspiro[2.5]octane-8-carboxylate N1=CN=C(C2=C1NC=C2)N2CC1(CC1)C(CC2)C(=O)OCC2(CC2)CC#N